N[C@@H](C)C(=O)N[C@@H](C)C(=O)OC(C)(C)C tertbutyl L-alanyl-L-alaninate